tetra(tridecyl)-1,1,3-tris(2-methyl-5-t-butyl-4-hydroxy-phenyl)butane diphosphite OP(O)OP(O)O.C(CCCCCCCCCCCC)C(C(C(C1=C(C=C(C(=C1)C(C)(C)C)O)C)(C1=C(C=C(C(=C1)C(C)(C)C)O)C)CCCCCCCCCCCCC)(CCCCCCCCCCCCC)CCCCCCCCCCCCC)(C)C1=C(C=C(C(=C1)C(C)(C)C)O)C